C(CC)(=O)C(C(=O)OCC)CC(=O)OCC diethyl 2-propanoylbutanedioate